NC1=NC2=C(N1CCC1=CC=C(C=C1)S(N)(=O)=O)C=CC(=C2)C(=O)N 2-amino-1-(4-sulfamoylphenethyl)-1H-benzo[d]imidazole-5-carboxamide